NC=1C(=NC=C(C1)C(N)=O)NC/C=C/CNC(OC(C)(C)C)=O tert-butyl (E)-(4-((3-amino-5-carbamoylpyridin-2-yl)amino)but-2-en-1-yl)carbamate